1-ethyl-5-(2-{[7-(5-methyl-1,2,4-oxadiazol-3-yl)isoquinolin-1-yl]amino}ethyl)-4-oxo-1H,4H,5H,6H,7H-pyrrolo[3,2-c]pyridine-2-carboxylic acid C(C)N1C(=CC=2C(N(CCC21)CCNC2=NC=CC1=CC=C(C=C21)C2=NOC(=N2)C)=O)C(=O)O